BrCC(=O)C1=C(C(=NC=C1)CC#N)F 2-(4-(2-bromoacetyl)-3-fluoropyridin-2-yl)acetonitrile